BrC1=C2C=CN(C2=CC(=C1)C(C)=O)S(=O)(=O)C1=CC=CC=C1 (4-bromo-1-(benzenesulfonyl)-1H-indol-6-yl)ethan-1-one